N-(3-(dimethylamino)propyl)-6-[131I]iodopyridazine-3-carboxamide CN(CCCNC(=O)C=1N=NC(=CC1)[131I])C